NC=1C=C(C(=O)NC2=C(C=C(C=C2)F)CC(=O)OC(C)(C)C)C=CC1N1CCC(CC1)(C)C tert-butyl 2-(2-(3-amino-4-(4,4-dimethylpiperidin-1-yl)benzamido)-5-fluorophenyl)acetate